C(C1=CC=CC=C1)N1C2=C(SCC1=O)C=CC(=C2)NC(=O)NCC2=CC=C(C=C2)C#N 1-(4-benzyl-3-oxo-3,4-dihydro-2H-benzo[b][1,4]thiazin-6-yl)-3-(4-cyanobenzyl)urea